[Si](C)(C)(C(C)(C)C)OCCC(C)(C)C1=C(C=C(C(=O)O)C=C1OP(=O)(OC(C)(C)C)OC(C)(C)C)C(=O)O 4-(4-((tert-butyldimethylsilyl)oxy)-2-methylbutan-2-yl)-5-((di-tert-butoxyphosphoryl)oxy)isophthalic acid